C(C)[C@H]1OC2=C(CNC1)C=C1C(=CC=CC1=C2)F (R)-2-ethyl-7-fluoro-2,3,4,5-tetrahydronaphtho[2,3-f][1,4]oxazepine